SC=1C=C(C=O)C=CC1 3-MERCAPTOBENZALDEHYDE